1-[2,4-bis(methoxymethoxy)phenyl]cyclobutan-1-ol COCOC1=C(C=CC(=C1)OCOC)C1(CCC1)O